N(CCCCNCCCN)[2H] spermidine-d